5-[3-(2-Benzyloxyphenyl)-2-hydroxypropyl]-1,3,4-oxadiazol-2(3H)-one C(C1=CC=CC=C1)OC1=C(C=CC=C1)CC(CC1=NNC(O1)=O)O